NC=1C(=NC(=CN1)C=1C=NC(=CC1)N1CCN(CC1)C(=O)OC(C)(C)C)C(=O)OC methyl 3-amino-6-(6-(4-(tert-butoxycarbonyl)piperazin-1-yl)pyridin-3-yl)pyrazine-2-carboxylate